NCC1CCN(CC1)C1=NC=CC(=N1)C=1C(=NC2=CC=CC=C2C1)N1CCC(CC1)CN (1-(3-(2-(4-(aminomethyl)piperidin-1-yl)pyrimidin-4-yl)quinolin-2-yl)piperidin-4-yl)methanamine